C(C)(C)(C)C=1C=C(C=C(C1O)C(C)(C)C)C(CCCCCCCCCCCCCCCCC(=O)ON1C(CCC1=O)=O)=O 2,5-Dioxopyrrolidin-1-yl 18-(3,5-di-tert-butyl-4-hydroxyphenyl)-18-oxooctadecanoate